2,3,6,7,10,11-hexaaminotriphenylene hydrate O.NC1=CC=2C3=CC(=C(C=C3C3=CC(=C(C=C3C2C=C1N)N)N)N)N